NC1=NC(=CC=C1N1C(NC(C1=O)(C)C)=O)OC1=CC=CC2=C1C1(CC1)CO2 3-(2-amino-6-spiro[2H-benzofuran-3,1'-cyclopropane]-4-yloxy-3-pyridyl)-5,5-dimethyl-imidazolidine-2,4-dione